5-formyl-3-methylpyrazolo[1,5-a]pyridine-7-carbonitrile C(=O)C1=CC=2N(C(=C1)C#N)N=CC2C